N-[3-Chloro-4-[[1-(piperidin-4-carbonyl)-4-piperidyl]carbamoyl]phenyl]-5-(2,3-difluoro-4-methoxyphenyl)-1-methylimidazol-2-carboxamid ClC=1C=C(C=CC1C(NC1CCN(CC1)C(=O)C1CCNCC1)=O)NC(=O)C=1N(C(=CN1)C1=C(C(=C(C=C1)OC)F)F)C